8-(ethylsulfonyl)-2-(5H-imidazo[5,1-a]isoindol-5-yl)-8-azaspiro[4.5]decan-1-ol C(C)S(=O)(=O)N1CCC2(CCC(C2O)C2N3C(C4=CC=CC=C24)=CN=C3)CC1